C(#N)COC1CCC(CC1)NC(=O)C=1C2=C(N=C(N1)N1C=NC=C1)C=CN2 N-((1r,4r)-4-(cyanomethoxy)cyclohexyl)-2-(1H-imidazol-1-yl)-5H-pyrrolo[3,2-d]pyrimidine-4-carboxamide